undecyl-4-methylbenzenesulfonate C(CCCCCCCCCC)OS(=O)(=O)C1=CC=C(C=C1)C